(5-(5-(3-methyl-3,8-diazabicyclo[3.2.1]octane-8-carbonyl)-1H-pyrrolo[2,3-b]pyridin-3-yl)pyrazolo[1,5-a]pyridin-3-yl)(piperidin-1-yl)methanone CN1CC2CCC(C1)N2C(=O)C=2C=C1C(=NC2)NC=C1C1=CC=2N(C=C1)N=CC2C(=O)N2CCCCC2